CC=1N=CN(C1)C=1C=C(C=C(C1)CN1C[C@H](CC1)NC)NC(=O)N1CCC(CCC1)OC1=CC=CC=C1 N-(3-(4-methyl-1H-imidazol-1-yl)-5-(((S)-3-(methylamino)pyrrolidin-1-yl)methyl)phenyl)-4-phenoxyazepane-1-carboxamide